FC(C(=O)O)(F)F.FC1=C(CO[C@@H]2C[C@@H]3CN[C@H]2C3)C=CC(=C1)C(F)(F)F |r| Rac-(1S,4R,6R)-6-((2-fluoro-4-(trifluoromethyl)benzyl)oxy)-2-azabicyclo[2.2.1]heptane 2,2,2-trifluoroacetate